2-[4-(2-amino-2-oxo-ethoxy)phenyl]-N-benzyl-7-(4-bromo-3-chloro-benzoyl)-3-oxo-6,8-dihydro-5H-imidazo[1,5-a]pyrazine-1-carboxamide NC(COC1=CC=C(C=C1)N1C(N2C(CN(CC2)C(C2=CC(=C(C=C2)Br)Cl)=O)=C1C(=O)NCC1=CC=CC=C1)=O)=O